OC1=CC=C(C=C1)C1=CCSS1 5-(4-hydroxyphenyl)-3H-1,2-dithiole